(S)-Penicillamine N[C@H](C(C)(C)S)C(=O)O